C1(=CC(=CC=C1)OC1=C(N=NN1)C(=O)O)C1=CC=CC=C1 5-([1,1'-biphenyl]-3-yloxy)-1H-1,2,3-triazole-4-carboxylic acid